N1=C(NC2=C1C=CC=C2)C(C=CC2=CC=C(C=C2)OCC)=O 1-benzimidazol-2-yl-3-(4-ethoxyphenyl)prop-2-en-1-one